C1(=CC=CC=C1)C1=NC(=NC(=N1)C1=CC=CC=C1)C1=C(C=CC=C1OCCCCCC)O 2-(4,6-diphenyl-1,3,5-triazine-2-yl)((hexyl)oxy)-phenol